BrC=1C=CC2=C(C(C(O2)(C)C)NC(O[C@@H]2CN3CCC2CC3)=O)C1 (S)-quinuclidin-3-yl (5-bromo-2,2-dimethyl-2,3-dihydrobenzofuran-3-yl)carbamate